N1(CCC1)CCNC=1N=C(N=NC1[C@@H](C)C1=CC=C(C=C1)F)C (S)-N-(2-(azetidin-1-yl)ethyl)-6-(1-(4-fluorophenyl)ethyl)-3-methyl-1,2,4-triazin-5-amine